(4-amino-4-methylpiperidin-1-yl)(4-bromo-5-((2,3-dichlorophenyl)thio)furan-2-yl)methanone NC1(CCN(CC1)C(=O)C=1OC(=C(C1)Br)SC1=C(C(=CC=C1)Cl)Cl)C